6-(1-methyl-1H-pyrazol-4-yl)-N-(2-methyl-5-(1-(spiro[2.4]heptan-4-yl)azetidine-3-carboxamido)pyridin-3-yl)pyrazolo[1,5-a]pyrazine-3-carboxamide CN1N=CC(=C1)C=1N=CC=2N(C1)N=CC2C(=O)NC=2C(=NC=C(C2)NC(=O)C2CN(C2)C2C1(CC1)CCC2)C